4-[(pyrrolidin-1-yl)methyl]-8,14-dioxa-10,19,20-triazatetracyclo[13.5.2.12,6.018,21]tricosa-1(20),2,4,6(23),15,17,21-heptaen-9-one N1(CCCC1)CC=1C=C2C3=NNC4=CC=C(OCCCNC(OCC(C1)=C2)=O)C=C34